ClCC1=CC(=NC(=N1)SC)O 6-(chloromethyl)-2-(methylthio)pyrimidin-4-ol